2-methyl-1,8-nonadiene CC(=C)CCCCCC=C